NC1=C(C=CC(=C1)C1=NN=C(N1N)SCC1=CC=C(C=C1)N(CC)CC)S 2-amino-4-(4-amino-5-((4-(diethylamino)benzyl)thio)-4H-1,2,4-triazol-3-yl)benzenethiol